3-((bis(benzyloxy)phosphoryl)oxy)-2-methylbutan-2-yl (chloromethyl) carbonate C(OC(C)(C(C)OP(=O)(OCC1=CC=CC=C1)OCC1=CC=CC=C1)C)(OCCl)=O